BrC=1C=C2C(=C3C(N(C(C13)C1=C(C=CC(=C1)F)Cl)CC1=CC=C(C=C1)OC)=O)N=C(S2)C 5-bromo-6-(2-chloro-5-fluorophenyl)-7-[(4-methoxyphenyl)methyl]-2-methyl-7,8-dihydro-6H-[1,3]thiazolo[4,5-e]isoindol-8-one